dimethylsilylzirconium C[SiH](C)[Zr]